C(C1=CC=CC=C1)N1N=C(N=C1)C(=O)NC1C(N(C=2N(CC1)N=C(C2)C2C(C2)(F)F)C)=O 1-benzyl-N-[2-(2,2-difluorocyclopropyl)-4-methyl-5-oxo-7,8-dihydro-6H-pyrazolo[1,5-a][1,3]diazepin-6-yl]-1,2,4-triazole-3-carboxamide